CC1=NC=2N(C(=C1CC1=CC=C(C=C1)P(O)=O)N1CCCC1)N=CN2 (4-{[5-methyl-7-(pyrrolidin-1-yl)-[1,2,4]triazolo[1,5-a]pyrimidin-6-yl]methyl}phenyl)phosphinic acid